ClC1=C(C(=CC=C1Cl)O)C1[C@H]2N(C(CN1C1CC(C1)(CO)O)=O)CCC2 (7R,8aS)-1-(2,3-dichloro-6-hydroxyphenyl)-2-[(3S)-3-hydroxy-3-(hydroxymethyl)cyclobutyl]-hexahydropyrrolo[1,2-a]pyrazin-4-one